methyl (2S)-2-[(2-ethylpyrazole-3-carbonyl)amino]-2-spiro[2.3]hexan-5-yl-acetate C(C)N1N=CC=C1C(=O)N[C@H](C(=O)OC)C1CC2(CC2)C1